3-((4-chloro-8-methyl-7-oxo-7,8-dihydropyrido[2,3-d]pyrimidin-6-yl)oxy)pyrrolidine-1-carboxylic acid benzyl ester C(C1=CC=CC=C1)OC(=O)N1CC(CC1)OC1=CC2=C(N=CN=C2Cl)N(C1=O)C